NCCOCCOCCOCCN(CCO)CC#C 14-amino-3-(prop-2-yn-1-yl)-6,9,12-trioxa-3-azatetradecan-1-ol